C(CC)P(CCO)(CCC)(CCC)O tripropyl-hydroxyethyl-phosphorus hydroxide